N1(CCC1)C=1C2=C(N=CN1)OC(=C2C=2C=CC(=C(C2)NC(C=C)=O)N(C)CCN(C)C)C2=CC=CC=C2 N-(5-[4-(Azetidin-1-yl)-6-phenylfuro[2,3-d]pyrimidin-5-yl]-2-{[2-(dimethylamino)ethyl](methyl)amino}phenyl)prop-2-enamide